2-Amino-N-[1-(8-cyclopropyl-5-phenylimidazo[1,5-a]pyridin-6-yl)ethyl]pyrazolo[1,5-a]pyrimidine-3-carboxamide NC1=NN2C(N=CC=C2)=C1C(=O)NC(C)C=1C=C(C=2N(C1C1=CC=CC=C1)C=NC2)C2CC2